3-(methacryloyloxy)propanesulfonic acid C(C(=C)C)(=O)OCCCS(=O)(=O)O